3-cyclopropyl-3-oxoprop-1-en C1(CC1)C(C=C)=O